N1C=NC=2C1=NC(=CN2)O 1H-imidazo[4,5-b]pyrazin-6-ol